C(C)(C)(C)N(C(O)=O)C(CC=O)CC=O.C1(=CC=CC=C1)[Si](C=1C=C(C=C(C1)[Si](C1=CC=CC=C1)(C1=CC=CC=C1)C1=CC=CC=C1)[Si](C1=CC=CC=C1)(C1=CC=CC=C1)C1=CC=CC=C1)(C1=CC=CC=C1)C1=CC=CC=C1 5-(triphenylsilyl)-1,3-bis(triphenylsilyl)benzene tert-Butyl-(1,5-dioxopentan-3-yl)carbamate